5-(3-benzyl-1-((1-methyl-1H-pyrazol-4-yl)sulfonyl)pyrrolidin-3-yl)-1-(4-fluorophenyl)-6-methoxy-1H-indazole C(C1=CC=CC=C1)C1(CN(CC1)S(=O)(=O)C=1C=NN(C1)C)C=1C=C2C=NN(C2=CC1OC)C1=CC=C(C=C1)F